C(C=C)N1S(N(CC=2C=C(C=3C(=CNC3C21)Cl)Cl)CC=2C=NC(=CC2)OC)(=O)=O 1-allyl-6,7-dichloro-3-((6-methoxypyridin-3-yl)methyl)-1,3,4,9-tetrahydro-[1,2,6]thiadiazino[4,3-g]indole 2,2-dioxide